NC1(CN(C1)C(=O)OC(C)(C)C)C1=C(C(=CC=C1)Cl)Cl tert-butyl 3-amino-3-(2,3-dichlorophenyl)azetidine-1-carboxylate